COC(C(C)N1CCN(CC1)C(=O)OCCCC)=O Butyl 4-(1-methoxy-1-oxopropan-2-yl)piperazine-1-carboxylate